S(Cl)Cl.[Mg].[K] potassium magnesium sulfur chloride